C(C)OC(=O)C1=NN(C=C1O)C1=C(C=C(C=C1)F)C 1-(4-fluoro-2-methylphenyl)-4-hydroxy-1H-pyrazole-3-carboxylic acid ethyl ester